C1(CC1)[C@H](C)OC([C@H](C)N(C)C(C(C=O)NC(CCN1C(=CC2=CC=CC=C12)CN(NC)C)=O)S(=O)(=O)[O-])=O (((S)-1-((S)-1-Cyclopropylethoxy)-1-oxopropan-2-yl) (methyl) amino)-2-(3-(2-((1,2-dimethylhydrazino) methyl)-1H-indol-1-yl) propionamido)-3-oxopropane-1-sulfonate